OCC1=CC(=C(CN2N=CC=3N=C(N=C(C32)NCC3=NOC(=C3)C)NC(OC)=O)C=C1)OC methyl (1-(4-(hydroxymethyl)-2-methoxybenzyl)-7-(((5-methylisoxazol-3-yl)methyl)amino)-1H-pyrazolo[4,3-d]pyrimidin-5-yl)carbamate